FC(C(CO)O)(F)F 3,3,3-trifluoro-1,2-propylene glycol